COC(C1=CC=C(C(=O)NC2=CC=C(C=C2)Br)C=C1)=O N-(4-bromo-phenyl)-terephthalamic acid methyl ester